p-tolyl-porphyrin C1(=CC=C(C=C1)C1=C2NC(=C1)C=C1C=CC(=N1)C=C1C=CC(N1)=CC=1C=CC(N1)=C2)C